O=C1N(CCN1C(=O)O)C(=O)O.NC=1C(=C(C=C2C=C(N=CC12)NC(=O)[C@H]1[C@H](C1)CO)C=1C=NC=CC1C)F (1R,2S)-N-[8-amino-7-fluoro-6-(4-methylpyridin-3-yl)isoquinolin-3-yl]-2-(hydroxymethyl)cyclopropane-1-carboxamide 2-oxoimidazolidine-1,3-dicarboxylate